3,5-difluoro-4-hydroxy-N-({(1r,4r)-4-[6-(2-methoxypyrimidin-5-yl)-2H-pyrazolo[4,3-c]pyridin-2-yl]cyclohexyl}methyl)benzamide FC=1C=C(C(=O)NCC2CCC(CC2)N2N=C3C(C=NC(=C3)C=3C=NC(=NC3)OC)=C2)C=C(C1O)F